N2-(4-methoxy-3-(3-methyl-1H-pyrrolo[2,3-c]pyridin-2-yl)phenyl)-N4,6-dimethylpyrimidine-2,4-diamine COC1=C(C=C(C=C1)NC1=NC(=CC(=N1)NC)C)C1=C(C=2C(=CN=CC2)N1)C